F[C@H]1CN(CC[C@H]1NC1=CC=NC=2N1N=C(C2SC(F)(F)F)C#CCNC=2C=C(C(=O)NC)C=CC2OC)C 3-{[3-(7-{[(3S,4R)-3-fluoro-1-methylpiperidin-4-yl]amino}-3-[(trifluoromethyl)sulfanyl]pyrazolo[1,5-a]pyrimidin-2-yl)prop-2-yn-1-yl]amino}-4-methoxy-N-methylbenzamide